The molecule is a member of the class of bipyridines that is 2-pyridone which is substituted at positions 3, 5, and 6 by cyano, pyrid-4-yl, and methyl groups, respectively. It is used (particularly intravenously, as the lactate) for the short-term management of severe heart failure. It has a role as an EC 3.1.4.17 (3',5'-cyclic-nucleotide phosphodiesterase) inhibitor, a platelet aggregation inhibitor, a vasodilator agent and a cardiotonic drug. It is a pyridone, a nitrile and a member of bipyridines. CC1=C(C=C(C(=O)N1)C#N)C2=CC=NC=C2